(S)-2-amino-N-((3,4-dihydro-2H-pyrano[2,3-c]pyridin-6-yl)methyl)-3-iodo-N-(1-(pyrimidin-2-yl)ethyl)quinoline-6-carboxamide NC1=NC2=CC=C(C=C2C=C1I)C(=O)N([C@@H](C)C1=NC=CC=N1)CC=1C=C2C(=CN1)OCCC2